4-oxobutyric acid amide O=CCCC(=O)N